(cyclopentadienyl)tris(diphenylmethyl)zirconium C1(C=CC=C1)[Zr](C(C1=CC=CC=C1)C1=CC=CC=C1)(C(C1=CC=CC=C1)C1=CC=CC=C1)C(C1=CC=CC=C1)C1=CC=CC=C1